methyl 2-(6-(4-carbamoylpiperidin-1-yl) pyridin-3-yl)-2-methylpropionate C(N)(=O)C1CCN(CC1)C1=CC=C(C=N1)C(C(=O)OC)(C)C